2,4,6,8,10-pentamethyl-2,4,6,8,10-pentakis(3,3,3-trifluoropropyl)-cyclopentasiloxane C[Si]1(O[Si](O[Si](O[Si](O[Si](O1)(CCC(F)(F)F)C)(CCC(F)(F)F)C)(CCC(F)(F)F)C)(CCC(F)(F)F)C)CCC(F)(F)F